Cl.NC(C(C1=CC=CC=C1)SC1=C(C(=C(C(=N1)N(CC(=O)NCCN)C)C#N)C1CC1)C#N)=O 2-((6-((2-amino-2-oxo-1-phenylethyl)thio)-3,5-dicyano-4-cyclopropylpyridin-2-yl)(methyl)amino)-N-(2-aminoethyl)acetamide hydrochloride